1-(11Z-eicosenoyl)-2-pentadecanoyl-glycero-3-phosphoserine CCCCCCCCCCCCCCC(=O)O[C@H](COC(=O)CCCCCCCCC/C=C\CCCCCCCC)COP(=O)(O)OC[C@@H](C(=O)O)N